(5-Chloropyridin-3-yl)boronic acid ClC=1C=C(C=NC1)B(O)O